4-phenyl-6-[9,9'-spirobi(9H-fluoren)-2-yl]-1,3,5-triazin C1(=CC=CC=C1)C1=NC=NC(=N1)C1=CC=2C3(C4=CC=CC=C4C2C=C1)C1=CC=CC=C1C=1C=CC=CC13